(1s,3r,5s)-2-azabicyclo[3.1.0]hexane-2,3-dicarboxylic acid 2-(tert-butyl) 3-ethyl ester C(C)OC(=O)[C@@H]1N([C@H]2C[C@H]2C1)C(=O)OC(C)(C)C